N1(N=NC=C1)C[C@H]1N(C[C@@H](C1)NC(=O)C=1OC(=CN1)C1=CC(=CC=C1)C1CC1)C(=O)OC(C)(C)C tert-butyl (2S,4R)-2-((1H-1,2,3-triazol-1-yl)methyl)-4-(5-(3-cyclopropylphenyl)-oxazole-2-carboxamido)pyrrolidine-1-carboxylate